P(OCCCCCCSCCCCCCCCCCCCC)(OCO[C@@H](CN1C2=NC=NC(=C2N=C1)N)C)=O.[NH4+] ammonium 6-(tridecylthio)hexyl (R)-(((1-(6-amino-9H-purin-9-yl)propan-2-yl)oxy)methyl) phosphonate